ClC=1C=CC(=C(C(=O)N[C@H](C(C(=O)NC)=O)C[C@H]2C(N[C@@H](C2)C)=O)C1)NC(=O)C1(CC1)CC(F)(F)F 5-chloro-N-[(1S)-3-(methylamino)-1-[[(3S,5R)-5-methyl-2-oxo-pyrrolidin-3-yl]methyl]-2,3-dioxo-propyl]-2-[[1-(2,2,2-trifluoroethyl)cyclopropane-carbonyl]amino]benzamide